tert-butyl (3RS)-3-{[4-(3-phenyl-1H-pyrrolo[3,2-b]pyridin-2-yl)pyridin-3-yl]oxy}pyrrolidine-1-carboxylate C1(=CC=CC=C1)C1=C(NC=2C1=NC=CC2)C2=C(C=NC=C2)O[C@H]2CN(CC2)C(=O)OC(C)(C)C |r|